COC(=O)N[C@H](C(=O)N[C@@H](CC1=CC=C(C=C1)NS([O-])(=O)=O)C=1N=C(SC1)C=1SC=CC1)CC1=CC=CC=C1.[Na+] sodium (4-{(S)-2-[(S)-2-(methoxycarbonylamino)-3-phenyl-propanamido]-2-(2-(thiophen-2-yl)thiazol-4-yl)ethyl}phenyl)sulfamate